5-(3-bromophenyl)-N-(1-cyclopropyl-2,2,2-trifluoroethyl)-7-methylpyrazolo[1,5-a]Pyrimidine-3-carboxamide BrC=1C=C(C=CC1)C1=NC=2N(C(=C1)C)N=CC2C(=O)NC(C(F)(F)F)C2CC2